N-(2-cyclopropyl-4-(trifluoromethyl)phenyl)-2-(4-((1-(2-(2,6-dioxopiperidin-3-yl)-1,3-dioxoisoindolin-5-yl)azetidin-3-yl)ethynyl)-1H-pyrazol-1-yl)-2-methylpropanamide C1(CC1)C1=C(C=CC(=C1)C(F)(F)F)NC(C(C)(C)N1N=CC(=C1)C#CC1CN(C1)C=1C=C2C(N(C(C2=CC1)=O)C1C(NC(CC1)=O)=O)=O)=O